1-{3-[(3-ethyloxetan-3-yl)methoxy]propyl}-1,1,3,3,3-pentamethyldisiloxane C(C)C1(COC1)COCCC[Si](O[Si](C)(C)C)(C)C